(S)-5-((((6-(2-chloro-3-(3-chloro-2-(5-methyl-2,3,4,5-tetrahydro-1H-pyrido[4,3-b]indol-7-yl)pyridin-4-yl)phenyl)-2-methoxypyridin-3-yl)methyl)amino)methyl)pyrrolidin-2-one ClC1=C(C=CC=C1C1=C(C(=NC=C1)C=1C=CC=2C3=C(N(C2C1)C)CCNC3)Cl)C3=CC=C(C(=N3)OC)CNC[C@@H]3CCC(N3)=O